(R)-(-)-α-methoxyphenylacetic acid CO[C@H](C1=CC=CC=C1)C(=O)O